diethyl (R)-2-((6-(2,3,6-trifluorophenyl)-3-thioxo-2,5,6,7-tetrahydro-3H-pyrrolo[1,2-c]imidazol-1-yl)methyl)malonate FC1=C(C(=CC=C1F)F)[C@H]1CC=2N(C(NC2CC(C(=O)OCC)C(=O)OCC)=S)C1